(4-formylphenethyl)carbamic acid tert-butyl ester C(C)(C)(C)OC(NCCC1=CC=C(C=C1)C=O)=O